tert-butyl-2,5-bis(2-ethylhexanoyl-peroxy)-2,5-dimethylhexane C(C)(C)(C)CC(CCC(C)(C)OOC(C(CCCC)CC)=O)(C)OOC(C(CCCC)CC)=O